(S)-7-((3S,5R)-3,5-dimethylpiperazin-1-yl)-10-(4-fluorophenyl)-3-methyl-9-(trifluoromethyl)-2H-[1,4]thiazino[2,3,4-ij]quinazolin-5(3H)-one C[C@H]1CN(C[C@H](N1)C)C1=NC(N2C3=C(C(=C(C=C13)C(F)(F)F)C1=CC=C(C=C1)F)SC[C@@H]2C)=O